3,4-diethyl-3,4-hexanediol C(C)C(CC)(C(CC)(O)CC)O